OC=1C(=CC2=CN(N=C2C1C)C)C=1N=CC2=C(N1)C=CN(C2=O)C2CN(C2)C(=O)OC(C)(C)C tert-butyl 3-[2-(6-hydroxy-2,7-dimethyl-indazol-5-yl)-5-oxo-pyrido[4,3-d]pyrimidin-6-yl]azetidine-1-carboxylate